2-(3,6-diazabicyclo[3.1.1]heptan-3-yl)-5-(2,2-difluoro-1-methoxyethyl)-7-(thiazol-2-yl)-4-(trifluoromethoxy)benzo[d]oxazole C12CN(CC(N1)C2)C=2OC1=C(N2)C(=C(C=C1C=1SC=CN1)C(C(F)F)OC)OC(F)(F)F